C(CC(O)(C(=O)O)CC(=O)O)(=O)O.C(CCCCCCCCCCCCCCCCC)(=O)OCC(O)CO Glyceryl Stearate citrat